FC1=C(C=CC(=C1)C(F)(F)F)C1(CC1)C(=O)NC=1C=CC(=C(C(=O)O)C1)C=1C=NN(C1)C(C)C 5-[({1-[2-Fluoro-4-(trifluoromethyl)phenyl]cyclopropyl}carbonyl)amino]-2-[1-(propan-2-yl)-1H-pyrazol-4-yl]benzoic acid